NC1=C(C(NC2=CC(=CC=C12)C=1SC=CC1F)=O)C(=O)O 4-amino-7-(3-fluorothiophen-2-yl)-2-oxo-1,2-dihydroquinoline-3-carboxylic acid